tert-Butyl (3R)-3-[(1S)-1-[[3-[[(E)-1-amino-2-cyano-vinyl]amino]phenyl]methyl]-2-tert-butoxy-2-oxo-ethyl]pyrrolidine-1-carboxylate N/C(=C\C#N)/NC=1C=C(C=CC1)C[C@H](C(=O)OC(C)(C)C)[C@@H]1CN(CC1)C(=O)OC(C)(C)C